(23Z,26Z)-13-(10-cyclohexyldecyl)-3-(2-hydroxyethyl)-11,11-dimethyl-10,12,14-trioxa-3-aza-11-siladotriaconta-23,26-dien-1-ol C1(CCCCC1)CCCCCCCCCCC(O[Si](OCCCCCCN(CCO)CCO)(C)C)OCCCCCCCC\C=C/C\C=C/CCCCC